[C@H](C)(CC)[C@@H]1N(CC2=C(NC1=O)C=CC=C2)C(=O)N[C@H]2CNC(CC2)=O (S)-3-((S)-sec-butyl)-2-oxo-N-((R)-6-oxopiperidin-3-yl)-1,2,3,5-tetrahydro-4H-benzo[e][1,4]diazepine-4-carboxamide